perfluoroamyl alcohol FC(C(C(C(C(F)(F)F)(F)F)(F)F)(F)F)(F)O